Cl.C12CNCC(C1)C2 3-azabicyclo[3.1.1]heptane hydrochloride